4-HYDROXY-2,5-DIMETHYLFURAN OC=1C=C(OC1C)C